C1(CCC1)[C@](C(F)(F)C=1C(=C(C=CC1)[C@@H](C)NC=1C2=C(N=C(N1)C)C=NC(=C2)P2(CC=CC2)=O)F)(C)O 1-(4-{[(1R)-1-{3-[(2S)-2-cyclobutyl-1,1-difluoro-2-hydroxypropyl]-2-fluorophenyl}ethyl]amino}-2-methylpyrido[3,4-d]pyrimidin-6-yl)-2,5-dihydro-1H-1lambda5-phosphol-1-one